5-(trifluoromethyl)imidazo[1,2-a]Pyridine-2-carboxamide FC(C1=CC=CC=2N1C=C(N2)C(=O)N)(F)F